oxazolooxazole O1C=NC2=C1OC=N2